2-[[(1R)-1-(3,6-dimethyl-4-oxo-2-phenyl-chromen-8-yl)ethyl]amino]-N'-hydroxy-benzamidine CC1=C(OC2=C(C=C(C=C2C1=O)C)[C@@H](C)NC1=C(C(=NO)N)C=CC=C1)C1=CC=CC=C1